8,14-dioxa-4,10,19,20-tetraazatetracyclo[13.5.2.12,6.018,21]tricosa-1(20),2,4,6(23),15,17,21-heptaen-9-one C=12C3=CN=CC(COC(NCCCOC4=CC=C(NN1)C2=C4)=O)=C3